(S)-4-(2,2-difluoro-2-(2-fluoro-5-((4-fluoro-3-methylphenyl)carbamoyl)phenyl)acetyl)morpholine-3-carboxylic acid FC(C(=O)N1[C@@H](COCC1)C(=O)O)(C1=C(C=CC(=C1)C(NC1=CC(=C(C=C1)F)C)=O)F)F